C(C)OC1=C(C=C2CCN([C@H](C2=C1)CCC1=CNC2=CC=C(C=C12)OC)S(=O)(=O)C1CCCCC1)OC (S)-7-ethoxy-6-methoxy-1-(2-(5-methoxy-1H-indol-3-yl)ethyl)-2-cyclohexylsulfonyl-1,2,3,4-tetrahydroisoquinoline